ClC1=CC=2N(C=C1C1CC(N(C(C1)([2H])[2H])S(=O)(=O)C1=CN=C(S1)C([2H])([2H])[2H])([2H])[2H])N=CN2 5-((4-(7-chloro-[1,2,4]triazolo[1,5-a]pyridin-6-yl)piperidin-1-yl-2,2,6,6-d4)sulfonyl)-2-(methyl-d3)thiazole